C(C)C1(C(NC(C(C1C1=C(C(=CC(=C1)F)F)C(C)F)(C(=O)[O-])C)C)COC(C)=O)C(=O)[O-] 3-Ethyl-5-methyl-2-(acetoxymethyl)-4-(3,5-difluoro-2-(1-fluoroethyl) phenyl)-6-methyl-1,4-dihydropyridine-3,5-dicarboxylate